O=C1OC(C2=C(N1)C(=CC=C2)C(=O)O)=O 2,4-dioxo-1,4-dihydro-2H-benzo[d][1,3]oxazine-8-carboxylic acid